NC=1C=NC=C(N1)N1CCC2(CC1)C(C1=CC=CC=C1C2)N 3-amino-5-(1-amino-1,3-dihydrospiro[indene-2,4'-piperidin]-1'-yl)pyrazine